O=C1NC2(CC(C2)C(=O)O)CC1 (2R,4s)-6-oxo-5-azaspiro[3.4]octane-2-carboxylic acid